2-(1H-pyrazol-4-yl)quinoline N1N=CC(=C1)C1=NC2=CC=CC=C2C=C1